5-Bromopyridin-3-yl 3-deoxy-3-[4-(3,4,5-trifluorophenyl)-1H-1,2,3-triazol-1-yl]-α-D-galactopyranosyl sulfoxide FC=1C=C(C=C(C1F)F)C=1N=NN(C1)[C@@H]1[C@H]([C@H](O[C@@H]([C@@H]1O)CO)S(=O)C=1C=NC=C(C1)Br)O